(2R,4aS,6aS,9S,10R,12bR,14aS,14bR)-N,10-dihydroxy-9-methoxy-2,4a,6a,9,12b,14a-hexamethyl-11-oxo-1,2,3,4,4a,5,6,6a,9,10,11,12b,13,14,14a,14b-hexadecahydropicene-2-carboxamide ONC(=O)[C@]1(C[C@H]2[C@@]3(CC[C@]4(C5=CC([C@@H]([C@@](C5=CC=C4[C@]3(CC[C@]2(CC1)C)C)(C)OC)O)=O)C)C)C